BrC1=C(N=C(C=2N1N=CC2F)Cl)C 7-bromo-4-chloro-3-fluoro-6-methyl-pyrazolo[1,5-a]pyrazine